NC1CC(C1)COC1=CC=2N(C=C1)C(=CN2)C2=CC(=C(C(=O)NC1CC1)C(=C2)OC)OC(F)F 4-[7-[(3-aminocyclobutyl)methoxy]imidazo[1,2-a]pyridin-3-yl]-N-cyclopropyl-2-(difluoromethoxy)-6-methoxy-benzamide